trichloro(diethylamino)silane Cl[Si](N(CC)CC)(Cl)Cl